FC1=C2C(NC(=NC2=CC(=C1)OCC1CCN(CC1)CCOC1=CC=C(C=C1)NC1C(NC(CC1)=O)=O)CSC1CCOCC1)=O 3-((4-(2-(4-(((5-fluoro-4-oxo-2-(((tetrahydro-2H-pyran-4-yl)thio)methyl)-3,4-dihydroquinazolin-7-yl)oxy)methyl)piperidin-1-yl)ethoxy)phenyl)amino)piperidine-2,6-dione